C1(CC1)C=1N=CC2=CC3=C(C(=C2C1)S(NC1CC(C1)(F)F)(=O)=O)CC(C3)NC(OC(C)(C)C)=O tert-butyl N-[3-cyclopropyl-5-[(3,3-difluorocyclobutyl)sulfamoyl]-7,8-dihydro-6H-cyclopenta[g]isoquinolin-7-yl]carbamate